(3S)-4-[(3S)-1-acetyl-2-oxopyrrolidin-3-yl]-3-({N-[(4-methoxy-1H-indol-2-yl) carbonyl]-L-leucyl}amino)-2-oxobutyl 2,6-dimethylbenzoate CC1=C(C(=O)OCC([C@H](C[C@H]2C(N(CC2)C(C)=O)=O)NC([C@@H](NC(=O)C=2NC3=CC=CC(=C3C2)OC)CC(C)C)=O)=O)C(=CC=C1)C